(3'R)-2-[6-amino-5-(trifluoromethoxy)pyridin-3-yl]-N-[2-(pyridin-2-yl)propan-2-yl]-6,7-dihydrospiro[pyrazolo[5,1-c][1,4]oxazine-4,3'-pyrrolidine]-1'-carboxamide NC1=C(C=C(C=N1)C1=NN2C(=C1)[C@@]1(CN(CC1)C(=O)NC(C)(C)C1=NC=CC=C1)OCC2)OC(F)(F)F